N-[1-[5-bromo-2-[5-(difluoromethoxy)-2-pyridyl]-1,2,4-triazol-3-yl]ethyl]-3-chloro-5-(trifluoromethyl)benzamide BrC=1N=C(N(N1)C1=NC=C(C=C1)OC(F)F)C(C)NC(C1=CC(=CC(=C1)C(F)(F)F)Cl)=O